C1=CC=CC=2C3=CC=CC=C3N(C12)C1=CC=C(C=C1)N(C1=CC=C(C=O)C=C1)C1=CC=C(C=C1)N1C2=CC=CC=C2C=2C=CC=CC12 4-(bis(4-(9H-carbazol-9-yl)phenyl)amino)benzaldehyde